5-methyl-5-nitrohexan-2-ol CC(CCC(C)O)(C)[N+](=O)[O-]